Tert-Butyl (S)-1-benzyl-5-thioxopyrrolidine-2-carboxylate C(C1=CC=CC=C1)N1[C@@H](CCC1=S)C(=O)OC(C)(C)C